ClC=1C=C(CN2C(=C(C3=CC(=CC=C23)C(=O)OCC=C)C)C)C=C(C1)O[C@@H](C(=O)OC)C (R)-Allyl 1-(3-chloro-5-((1-methoxy-1-oxopropan-2-yl)oxy)benzyl)-2,3-dimethyl-1H-indole-5-carboxylate